FC1=CC2=C(OC3=C([C@@H](C2)CNC)C=CC=C3)C=C1 |o1:8| (R*)-(2-fluoro-10,11-dihydrodibenzo[b,f]oxepin-10-yl)-N-methylmethanamine